tert-butyl (3-bromo-6-chloroimidazo[1,2-b]pyridazin-8-yl)(3-fluorophenyl)carbamate BrC1=CN=C2N1N=C(C=C2N(C(OC(C)(C)C)=O)C2=CC(=CC=C2)F)Cl